FC=1C(=C(C#N)C=C(C1)[C@H]1NOCC1)C 3-Fluoro-5-[(3S)-isoxazolidin-3-yl]-2-methyl-benzonitrile